N-[[6-[(3,4-dichlorophenyl)methylcarbamoyl]-6-azaspiro[2.5]octan-2-yl]methyl]furo[2,3-c]pyridine-2-carboxamide ClC=1C=C(C=CC1Cl)CNC(=O)N1CCC2(C(C2)CNC(=O)C2=CC=3C(=CN=CC3)O2)CC1